N,N-dimethylpyridazine-3-carboxamide CN(C(=O)C=1N=NC=CC1)C